Cl.COC=1C=2C(N=C(C1)C=1C=CC(=C(C1)C1=C(C=CC=C1)O)C=1N=NC(=CC1)C1CN(C1)C1CCOCC1)=CN(N2)C 5-(7-methoxy-2-methyl-2H-pyrazolo[4,3-b]pyridin-5-yl)-2-(6-(1-(tetrahydro-2H-pyran-4-yl)azetidin-3-yl)pyridazin-3-yl)phenylphenol hydrochloride